C(C)OC(=O)C1=C(N=C(N1)C1=CC(=CC=C1)C#N)C 2-(3-cyanophenyl)-4-methyl-1H-imidazole-5-carboxylic acid ethyl ester